2-oxo-2-(2-(thiophene-2-carbonyl)hydrazino)acetic acid methyl ester COC(C(NNC(=O)C=1SC=CC1)=O)=O